3-(trifluoromethyl)-5,6,7,8-tetrahydro-[1,2,4]triazolo-[4,3-a]pyrazine FC(C1=NN=C2N1CCNC2)(F)F